BrC1=NN(C(=N1)C(C)Br)C1=NC=C(C=N1)OCC(F)F 2-[3-bromo-5-(1-bromoethyl)-1,2,4-triazol-1-yl]-5-(2,2-difluoroethoxy)-pyrimidine